3-{1-Oxo-4-[4-(4-trifluoromethanesulfonyl-piperazin-1-ylmethyl)-benzyloxy]-1,3-dihydro-isoindol-2-yl}-piperidine-2,6-dione O=C1N(CC2=C(C=CC=C12)OCC1=CC=C(C=C1)CN1CCN(CC1)S(=O)(=O)C(F)(F)F)C1C(NC(CC1)=O)=O